ClC1=CC=C(C(=N1)C(=O)O)NC(C)C=1C=C(C=C2C(N(C(=NC12)N1CCN(CC1)C1=NC=CC=C1)C)=O)C 6-Chloro-3-((1-(3,6-dimethyl-4-oxo-2-(4-(pyridin-2-yl)piperazin-1-yl)-3,4-dihydro-quinazolin-8-yl)ethyl)amino)picolinic acid